(4-(1,2,2-triphenylvinyl)phenyl)boric acid C1(=CC=CC=C1)C(=C(C1=CC=CC=C1)C1=CC=CC=C1)C1=CC=C(C=C1)OB(O)O